((1S,6R,7R)-3-(3-(3-chloropyridin-4-yl)-1H-pyrazolo[3,4-b]pyrazin-6-yl)-7-(2-fluorophenyl)-3-azabicyclo[4.1.0]heptan-7-yl)methanamine ClC=1C=NC=CC1C1=NNC2=NC(=CN=C21)N2C[C@@H]1[C@]([C@@H]1CC2)(C2=C(C=CC=C2)F)CN